(2S,7aS)-7a-(azidomethyl)-2-fluoro-hexahydropyrrolizine N(=[N+]=[N-])C[C@]12CCCN2C[C@H](C1)F